FC(C1=NN=C(O1)C1=CN=C(S1)CN(S(=O)(=O)CC)C1=CC=C(C(=O)OC(C)(C)C)C=C1)F tert-butyl 4-(N-((5-(5-(difluoromethyl)-1,3,4-oxadiazol-2-yl)thiazol-2-yl)methyl)ethylsulfonamido)benzoate